(7R,8aS)-2-(5-(5-(2,3-dimethylphenyl)-6-methoxy-1H-pyrazolo[4,3-b]pyridin-3-yl)pyridin-2-yl)octahydropyrrolo[1,2-a]pyrazin-7-ol malonate C(CC(=O)O)(=O)O.CC1=C(C=CC=C1C)C1=C(C=C2C(=N1)C(=NN2)C=2C=CC(=NC2)N2C[C@H]1N(CC2)C[C@@H](C1)O)OC